[Tb].[Co] cobalt-terbium